C(#N)C=1C=C(C=NC1)C=1C(=NN(C1C(=O)O)C=1SC(=C(N1)C1=CC(=C(C=C1)Cl)Cl)SC(C)C)C 4-(5-cyanopyridin-3-yl)-1-(4-(3,4-dichlorophenyl)-5-(isopropylsulfanyl)thiazol-2-yl)-3-methyl-1H-pyrazole-5-carboxylic acid